ClC=1C(=NN(C1C=1C=NC(=CC1OC)N[C@H]1C(CCC1)(F)F)CC)C(=O)NCC1CCC(CC1)S(=O)(=O)C |o1:15| 4-Chloro-5-(6-(((R*)-2,2-difluorocyclopentyl)amino)-4-methoxypyridin-3-yl)-1-ethyl-N-(((1r,4R)-4-(methylsulfonyl)cyclohexyl)methyl)-1H-pyrazole-3-carboxamide